C(CC)OC(C/C=C/CCO)OCCC (3E)-6,6-dipropoxy-3-hexen-1-ol